1,1,3-trimethyl-2,3-dihydro-1H-indene-5-amine CC1(CC(C2=CC(=CC=C12)N)C)C